N[C@H](C(C)(C)C)CO D-tert-leucinol